C1(CCCC1)[C@@H](CC#N)N1N=CC(=C1)C=1C2=C(N=CN1)N(C=C2)CO (R)-3-cyclopentyl-3-(4-(7-(hydroxymethyl)-7H-pyrrolo[2,3-d]pyrimidin-4-yl)-1H-pyrazol-1-yl)propanenitrile